N-[(2R)-2,3-dihydroxypropyl]-3,4-difluoro-2-[(2-fluoro-4-iodophenyl)amino]benzamide O[C@H](CNC(C1=C(C(=C(C=C1)F)F)NC1=C(C=C(C=C1)I)F)=O)CO